tert-butyl 4-(aminomethyl)-4-(methylamino)piperidine-1-carboxylate NCC1(CCN(CC1)C(=O)OC(C)(C)C)NC